ClC=1C=C(NC2(CCC3([C@H](CC4=CC=CC=C34)C[C@H](COC3=CC=NC=4CCC[C@H](C34)C)C)CC2)C#N)C=C(C1)F (2'S)-4-(3-chloro-5-fluoroanilino)-2'-[(2R)-2-methyl-3-{[(5R)-5-methyl-5,6,7,8-tetrahydroquinolin-4-yl]oxy}propyl]-2',3'-dihydrospiro[cyclohexane-1,1'-indene]-4-carbonitrile